[N+](=O)([O-])C1=C(C=CC=C1)SONN1N=C(N=C1)S (2-nitrophenylsulfanyloxy)amino-2H-1,2,4-triazole-5-thiol